tert-butyl 8-{2-[4-(4-chlorophenyl)-5-(pyridin-4-yl)-1H-imidazol-1-yl] acetyl}-3,8-diazabicyclo[3.2.1]octane-3-carboxylate ClC1=CC=C(C=C1)C=1N=CN(C1C1=CC=NC=C1)CC(=O)N1C2CN(CC1CC2)C(=O)OC(C)(C)C